ClC1=CC=C(C(=O)C2=CC=C(OC(C(=O)NC3CCCOC=4C3=NN(C4C4=CC=C(C=C4)Cl)C4=C(C=CC=C4)Cl)(C)C)C=C2)C=C1 2-[4-(4-chlorobenzoyl)phenoxy]-N-[2-(2-chlorophenyl)-3-(4-chlorophenyl)-5,6,7,8-tetrahydrooxepino[3,2-c]pyrazol-8-yl]-2-methyl-propanamide